Methyl 4-[6-[2-(difluoromethoxy)-1,1-dimethyl-ethyl]-1-(2,2-dimethylpropanoyl)-5-(4-fluorophenyl)pyrrolo[2,3-f]indazol-7-yl]benzoate FC(OCC(C)(C)C1=C(C2=C(C=C3C=NN(C3=C2)C(C(C)(C)C)=O)N1C1=CC=C(C=C1)F)C1=CC=C(C(=O)OC)C=C1)F